FC1=NC=C(C=C1NC(=O)C=1C=NN2C1C=NC(=C2)C=2C=NN(C2)C)NC(C[C@H]2N(CCC2)C)=O (S)-N-(2-fluoro-5-(2-(1-methylpyrrolidin-2-yl)acetamido)pyridin-3-yl)-6-(1-methyl-1H-pyrazol-4-yl)pyrazolo[1,5-a]pyrazine-3-carboxamide